(1S,2S)-N-(5-((5-methyl-8-(2-oxopyrrolidin-1-yl)-5H-chromeno[4,3-c]pyridin-3-yl)amino)pyridin-3-yl)-2-phenylcyclopropane-1-carboxamide CC1OC=2C=C(C=CC2C=2C=NC(=CC21)NC=2C=C(C=NC2)NC(=O)[C@@H]2[C@H](C2)C2=CC=CC=C2)N2C(CCC2)=O